ClC1=C(C=C(C=N1)C1=C(C=C(C=C1)NC(CC1=C(C=CC=C1)Cl)=O)S(N=CN(C)C)(=O)=O)OC N-[4-(6-chloro-5-methoxypyridin-3-yl)-3-{[(dimethylamino)methylene]sulfamoyl}phenyl]-2-(2-chlorophenyl)acetamide